C(C)OC(=O)C1=C(C2=C(CC3(C4=CNN=C24)CC3)O1)C(F)(F)F 8'-(trifluoromethyl)-2',5'-dihydrospiro[cyclopropane-1,4'-furo[2,3-g]indazole]-7'-carboxylic acid ethyl ester